FC=1C(=NC=CC1)SC=1C=2N(C=C(C1)C=1C=NN(C1C)C1CCC(CC1)N(C)CCO)N=CC2C#N 4-((3-fluoropyridin-2-yl)thio)-6-(1-((1s,4s)-4-((2-hydroxyethyl)(methyl)amino)cyclohexyl)-5-methyl-1H-pyrazol-4-yl)pyrazolo[1,5-a]pyridine-3-carbonitrile